7-(3-(2-(1,3-dioxolan-2-yl)thiazol-4-yl)propyl)-3,4-dihydro-1,8-naphthyridine-1(2H)-carboxylic acid tert-butyl ester C(C)(C)(C)OC(=O)N1CCCC2=CC=C(N=C12)CCCC=1N=C(SC1)C1OCCO1